C1=CC=CC=2OC3=CC=CC=C3C(C12)[Sn] xanthyltin